1,3-diisopropylimidazolium bicarbonate C([O-])(O)=O.C(C)(C)N1C=[N+](C=C1)C(C)C